C(C)(C)(C)[Si](OC1CC(C1)C1=NC=CC2=C1N=CS2)(C)C tert-butyl-dimethyl-(3-thiazolo[4,5-c]pyridin-4-ylcyclobutoxy)silane